1-(4-((3,5-Bis(trifluoromethyl)benzyl)oxy)benzyl)-1H-pyrazole FC(C=1C=C(COC2=CC=C(CN3N=CC=C3)C=C2)C=C(C1)C(F)(F)F)(F)F